(6R)-N-[(3S)-9-fluoro-2-oxo-5-phenyl-1,3-dihydro-1,4-benzodiazepin-3-yl]-2-(2-fluorophenyl)-6-methyl-6,7-dihydro-5H-pyrazolo[5,1-b][1,3]oxazine-3-carboxamide FC1=CC=CC=2C(=N[C@@H](C(NC21)=O)NC(=O)C=2C(=NN1C2OC[C@@H](C1)C)C1=C(C=CC=C1)F)C1=CC=CC=C1